[1,4]oxazine-6(2H)-carboxamide O1CC=NC=C1C(=O)N